C1(CC1)NC1=CC(=NC=C1[N+](=O)[O-])N1N=CC=2C1=NC=C(C2)C#N 1-(4-(cyclopropylamino)-5-nitropyridin-2-yl)-1H-pyrazolo[3,4-b]pyridine-5-carbonitrile